4-(tert-butyl)-1-phenyl-1H-imidazole-2-amine C(C)(C)(C)C=1N=C(N(C1)C1=CC=CC=C1)N